3-[(4-fluorophenoxy)methyl]-4-methyl-2-[6-methyl-3-(1,3-thiazol-2-yl)pyridine-2-carbonyl]-2-azabicyclo[3.1.1]heptane FC1=CC=C(OCC2N(C3CC(C2C)C3)C(=O)C3=NC(=CC=C3C=3SC=CN3)C)C=C1